OC=1C=C2C=3C=C(C(=CC3C=C(C2=CC1)C(=O)N1CCN(CC1)C1=NC=CC=N1)OC)OC (6-hydroxy-2,3-dimethoxyphenanthren-9-yl)(4-(pyrimidin-2-yl)piperazin-1-yl)methanone